FC(C=1C(=NC=CC1)C1CCC(CC1)C1=CC=2C(=NC(=CN2)C)NC1=O)F 7-((1r,4r)-4-(3-(difluoromethyl)pyridin-2-yl)cyclohexyl)-3-methylpyrido[2,3-b]pyrazin-6(5H)-one